FC(C=1OC(=NN1)C1=CC=C(C=C1)CN1N=NN=C1C1=CC=CC=C1)F 2-(difluoromethyl)-5-(4-((5-phenyl-1H-tetrazol-1-yl)methyl)phenyl)-1,3,4-oxadiazole